CC1=CC=C(C(=O)NC2CCC(CC2)NC2=CC=CC=3N2C=C(N3)C(F)(F)F)C=C1 4-methyl-N-[(1s,4s)-4-{[2-(trifluoromethyl)imidazo[1,2-a]pyridin-5-yl]amino}cyclohexyl]benzamide